imidazolecarboxylic acid propynylester C(#CC)OC(=O)C=1NC=CN1